C1(CC1)C(CN1CC[C@@H](N2C1=NC(=C(C2=O)F)N2[C@@H](COCC2)C)C(F)(F)F)=O (R)-9-(2-Cyclopropyl-2-oxoethyl)-3-fluoro-2-((R)-3-methyl-morpholin-4-yl)-6-trifluoromethyl-6,7,8,9-tetrahydro-pyrimido[1,2-a]-pyrimidin-4-one